C(#N)C=1C=C(C=CC1)C=1N=NN(C1)[C@@H]1CN(C[C@H]1OCC1=CC=C(C=C1)C(F)(F)F)C(=O)OC(C)(C)C tert-butyl trans-3-(4-(3-cyanophenyl)-1H-1,2,3-triazol-1-yl)-4-(4-(trifluoromethyl)benzyloxy)pyrrolidine-1-carboxylate